N1N=C(C=2C1=NC=CC2)C=2SC=C(N2)C=2C=C(C=CC2)[C@@]2(CCN1C2=NC=C1)O (R)-7-(3-(2-(1H-Pyrazolo[3,4-b]pyridin-3-yl)thiazol-4-yl)phenyl)-6,7-dihydro-5H-pyrrolo[1,2-a]imidazol-7-ol